quinazoline trifluoroacetate salt FC(C(=O)O)(F)F.N1=CN=CC2=CC=CC=C12